ClC=1C(=C(C(=CC1)N1N=NN=C1)C=1C=CC(=[N+](C1)[O-])[C@@H](C[C@@H]1C(C1)C)N1N=CC(=C1)C1=NC=NN1C(F)F)F |o1:19,21| 5-(3-Chloro-2-fluoro-6-(1H-tetrazol-1-yl)phenyl)-2-((1R*)-1-(4-(1-(difluoromethyl)-1H-1,2,4-triazol-5-yl)-1H-pyrazol-1-yl)-2-((1R*)-2-methylcyclopropyl)ethyl)pyridine 1-oxide